ClC1=C2C(=NC(=C1)C1=NC=CC(=C1)C)CCC2 2-[4-chloro-5H,6H,7H-cyclopenta[b]pyridin-2-yl]-4-methylpyridine